C1=NC2=NC(=O)N=C2N=C1 imidazopyrazinone